phenyl-4-biphenylylphenylsulfonium C1(=CC=CC=C1)[SH+]C1=CC=C(C=C1)C1=C(C=CC=C1)C1=CC=CC=C1